tert-butyl 4-(2-fluoro-benzoyl)-piperidine-1-carboxylate FC1=C(C(=O)C2CCN(CC2)C(=O)OC(C)(C)C)C=CC=C1